5-(2-methylpropoxy)pentylamine CC(COCCCCCN)C